4-fluoro-N-{phenyl-[4-(prop-2-yl)phenyl]methyl}-1-[3-(pyrazin-2-yl)propionyl]pyrrolidine-2-carboxamide FC1CC(N(C1)C(CCC1=NC=CN=C1)=O)C(=O)NC(C1=CC=C(C=C1)C(C)C)C1=CC=CC=C1